(R)-1-((S)-1-((3-cyanoazetidin-1-yl)sulfonyl)piperidine-3-carbonyl)pyrrolidine-2-carboxylic acid C(#N)C1CN(C1)S(=O)(=O)N1C[C@H](CCC1)C(=O)N1[C@H](CCC1)C(=O)O